2,3,5-trifluorobenzeneboronic acid 3-Methyl-3-methoxybutyl-propionate CC(CCOC(CC)=O)(C)OC.FC1=C(C=C(C=C1F)F)B(O)O